methyl((trimethylsilyl)imino)-λ6-sulfanone CS(=O)=N[Si](C)(C)C